FC=1C=CC(=C2C=C(NC(C12)=O)CCC(=O)N1CCN(CC1)C1=CC(=CC=C1)F)C 8-fluoro-3-(3-(4-(3-fluorophenyl)piperazin-1-yl)-3-oxopropyl)-5-methylisoquinolin-1(2H)-one